(1R,4R,5S)-5-[[5-cyclopropyl-3-(2,6-dichlorophenyl)-1,2-oxazole-4-carbonyloxy]-2-azabicyclo[2.2.1]heptan-2-yl]-4-fluoro-1,3-benzothiazole-6-carboxylic acid C1(CC1)C1=C(C(=NO1)C1=C(C=CC=C1Cl)Cl)C(=O)O[C@]12N(C[C@H](CC1)C2)C=2C(=CC1=C(N=CS1)C2F)C(=O)O